NC=1C=C(C=C(C1)C(F)(F)F)[C@@H](C)NC1=NC(=NC2=CC(=C(C=C12)OC)C(=O)N1CC(C1)F)C (R)-(4-((1-(3-amino-5-(trifluoromethyl)phenyl)ethyl)amino)-6-methoxy-2-methylquinazoline-7-yl)(3-fluoroazetidine-1-yl)methanone